C1([C@H](O)[C@@H](O)[C@@H](O)[C@H](O1)CO)N=[N+]=[N-] D-galactosyl azide